C(OCN1C=NC(=C1)C1=C(N=C2N1C=CC=N2)C2=NC(=NN2COC(=O)OCCNC)C(F)(F)F)(OCCNC)=O [4-(2-{1-[{{[2-(methylamino)ethoxy]carbonyl} oxy}methyl]-3-(trifluoromethyl)-1H-1,2,4-triazol-5-yl}imidazo[1,2-a]pyrimidin-3-yl)-1H-imidazol-1-yl]methyl 2-(methylamino)ethyl carbonate